(±)-1-(3-chlorophenyl)-2-[(1,1-dimethylethyl)amino]-1-propanone ClC=1C=C(C=CC1)C([C@@H](C)NC(C)(C)C)=O |r|